C1CN=NN1 Triazoline